C1OCCN2[C@@H]1CN(CC2)C2=CC=CC=1N(C=NC12)C(=O)NCCC(C)C (R)-4-(Hexahydropyrazino[2,1-c][1,4]oxazin-8(1H)-yl)-N-isopentyl-1H-benzo[d]imidazole-1-carboxamide